C=CCC(\C=C\C)O (E)-hept-1,5-dien-4-ol